2-{2'-Ethyl-7'-oxo-6',7'-dihydro-5'H-spiro[cyclopropane-1,4'-thieno[2,3-c]pyridin]-6'-yl}-N-(6-oxo-1,6-dihydropyrimidin-2-yl)acetamide C(C)C1=CC2=C(C(N(CC23CC3)CC(=O)NC=3NC(C=CN3)=O)=O)S1